benzyl 4-(methoxy(methyl)carbamoyl)piperidine-1-carboxylate CON(C(=O)C1CCN(CC1)C(=O)OCC1=CC=CC=C1)C